C(CCC)(=O)OCCCCCCCC OCTYL BUTYRATE